tert-butyl (2R,4R)-4-((6-((1-(tert-butyl)-5-methyl-1H-pyrazol-3-yl)amino)-3-fluoro-4-(1-fluoroethyl)pyridin-2-yl)methyl)-1-(3-chloro-2-fluorobenzyl)-2-methylpiperidine-4-carboxylate C(C)(C)(C)N1N=C(C=C1C)NC1=CC(=C(C(=N1)C[C@@]1(C[C@H](N(CC1)CC1=C(C(=CC=C1)Cl)F)C)C(=O)OC(C)(C)C)F)C(C)F